[Cl-].[Cl-].CC=1C(C(=C(C1C)C)C)[Zr+2] (2,3,4,5-tetramethylcyclopentadienyl)zirconium dichloride